(1S,2S)-2-fluoro-N-(6-(4-methyl-1H-pyrrolo[2,3-b]pyridin-5-yl)imidazo[1,2-a]pyridin-2-yl)cyclopropanecarboxamide F[C@@H]1[C@@H](C1)C(=O)NC=1N=C2N(C=C(C=C2)C=2C(=C3C(=NC2)NC=C3)C)C1